N(=NC1=C(C(=CC=C1)C)C)C1=C(C(=CC=C1)C)C azoxylene